silicon vanadium-titanium [Ti].[V].[Si]